CN1CCC(CC1)OC=1C=NC2=CC=C(C=C2N1)C1=CNC=2N=C(N=CC21)N[C@@H]2CC[C@@H](CC2)OC(F)(F)F 5-(3-((1-methylpiperidin-4-yl)oxy)quinoxalin-6-yl)-N-(cis-4-(trifluoromethoxy)cyclohexyl)-7H-pyrrolo[2,3-d]pyrimidin-2-amine